C(C)(C)=[Hf]C1=C(C=CC=2C=CC=3CC=4C=CC5=C(C4C3C21)C=CC=C5)C5C=CC=C5 Isopropylidene[(cyclopentadienyl)-(7H-dibenzo[C,g]fluorenyl)]hafnium